ClC=1N=C(C=2C(N1)=C(NN2)CC2=CC(=CC=C2)F)NC 5-chloro-3-(3-fluorobenzyl)-N-methyl-2H-pyrazolo[4,3-d]pyrimidin-7-amine